FC1CN(CC(C1)CO)CC1=CC2=C(C(N(C=C2C(F)(F)F)C2=CC(=CC=C2)C2(CCC2)C2=NN=CN2C)=O)N1 2-[[3-fluoro-5-(hydroxymethyl)-1-piperidinyl]methyl]-6-[3-[1-(4-methyl-1,2,4-triazol-3-yl)cyclobutyl]phenyl]-4-(trifluoromethyl)-1H-pyrrolo[2,3-c]pyridin-7-one